FC=1C(=C(C=CC1F)[C@H]1[C@@H](O[C@@](C1)(C)COC)C(=O)NC1=CC(=NC=C1)C(=O)OC)OC |&1:11| methyl rac-4-((2R,3S)-3-(3,4-difluoro-2-methoxyphenyl)-5-(methoxymethyl)-5-methyltetrahydrofuran-2-carboxamido)picolinate